3-benzhydryloxy-2-propanol acrylate C(C=C)(=O)OC(C)COC(C1=CC=CC=C1)C1=CC=CC=C1